N-methyl-2-phenylacetamide CNC(CC1=CC=CC=C1)=O